C(C)C1CNC=2C=CC=C3C2N1C(=C3)C3=NN1C(C(=CC(=C1)C(=O)N1[C@@H]2CC[C@H](C1)[C@H]2NC(OC(C)(C)C)=O)F)=C3C tert-butyl ((1R,4R,7R)-2-(2-(3-ethyl-2,3-dihydro-1H-pyrrolo[1,2,3-de]quinoxalin-5-yl)-4-fluoro-3-methylpyrazolo[1,5-a]pyridine-6-carbonyl)-2-azabicyclo[2.2.1]heptan-7-yl)carbamate